C1(=CC=CC=C1)OC1=CC=CC=C1 phenyl-phenylether